ClC1=CC=C(C=C1)N1N=C(C=C1)OCC1=C(C=CC=C1)[N+](=O)[O-] 2-[(N-4-chlorophenyl)-3-pyrazolyloxymethyl]nitrobenzene